O=C1NC=C(C2=C1SC=N2)C(=O)N 4-oxo-4,5-dihydrothiazolo[5,4-c]pyridine-7-carboxamide